C1(CC1)C=1C=C2C(=NC(=NC2=C(C1C1=C2C=NN(C2=CC(=C1C)C(C)(C)C)F)O[C@@H](C)C1=CC=CC=C1)S(=O)(=O)CC)N([C@@H]1CN(CC1)C(=O)[O-])C (3S)-3-[{6-cyclopropyl-2-(ethanesulfonyl)-7-(6-tert-butyl fluoro-5-methyl-1H-indazol-4-yl)-8-[(1S)-1-phenylethoxy]quinazolin-4-yl}(methyl)amino]pyrrolidine-1-carboxylate